tert-Butyl (2R,5S)-2,5-dimethyl-4-(3-(pyridin-4-yl)-1-tosyl-1H-pyrrolo[3,2-c]pyridin-4-yl)piperazine-1-carboxylate C[C@H]1N(C[C@@H](N(C1)C1=NC=CC2=C1C(=CN2S(=O)(=O)C2=CC=C(C)C=C2)C2=CC=NC=C2)C)C(=O)OC(C)(C)C